(Z)-3-(Benzylthio)-1-phenyl-3-(triisopropylsilyl)prop-2-en-1-one C(C1=CC=CC=C1)S\C(=C/C(=O)C1=CC=CC=C1)\[Si](C(C)C)(C(C)C)C(C)C